(S)-2-(2-(3-(ethoxymethyl)-1-(pyridin-3-ylmethyl)pyrrolidin-3-yl)ethyl)pyridine C(C)OC[C@@]1(CN(CC1)CC=1C=NC=CC1)CCC1=NC=CC=C1